FC(C=1C=NC2=C(C=CC=C2C1)S)(F)F 3-(trifluoromethyl)quinoline-8-thiol